7-(chloromethyl)-2-(6-methylpyridin-2-yl)3-(naphthalen-2-yl)imidazo[1,2-a]pyridine ClCC1=CC=2N(C=C1)C(=C(N2)C2=NC(=CC=C2)C)C2=CC1=CC=CC=C1C=C2